1-[5-(1,3-benzothiazol-5-yl)-2-methyl-piperazin-1-yl]-2-methyl-propan-1-one S1C=NC2=C1C=CC(=C2)C2NCC(N(C2)C(C(C)C)=O)C